4-oxopentanoic acid 2-methoxyphenyl ester COC1=C(C=CC=C1)OC(CCC(C)=O)=O